tert-butyl (2S,4R)-2-[(4-chlorophenyl)methylcarbamoyl]-4-hydroxy-pyrrolidine-1-carboxylate ClC1=CC=C(C=C1)CNC(=O)[C@H]1N(C[C@@H](C1)O)C(=O)OC(C)(C)C